ClC1=CC=C(C=C1)C(O)C1=NC=CC=C1 (4-chlorophenyl)(2-pyridyl)-methanol